4-(2-{5-[(1R,4R,7R)-7-Amino-2-azabicyclo[2.2.1]heptan-2-carbonyl]-7-methoxy-1-methyl-1H-1,3-benzodiazol-2-yl}-1-(cyclopropylmethyl)-1H-indol-7-yl)-2-fluorophenol N[C@H]1[C@@H]2N(C[C@H]1CC2)C(=O)C2=CC1=C(N(C(=N1)C=1N(C3=C(C=CC=C3C1)C1=CC(=C(C=C1)O)F)CC1CC1)C)C(=C2)OC